ClC1=CNC2=NC=CC(=C21)C2=CN=C(S2)C21CNCC(N2)C1 (5-{3-chloro-1H-pyrrolo[2,3-b]pyridin-4-yl}-1,3-thiazol-2-yl)-3,6-diazabicyclo[3.1.1]heptane